CC(CN(C(=O)C1CCN(CC1)[C@@H]1CCN(CCC1)C(=O)OC(C)(C)C)C)C tert-butyl (4S)-4-[4-((2-methylpropyl)methylcarbamoyl)piperidin-1-yl]azepane-1-carboxylate